(3S,3aS,6aR)-2-(6-methyl-4-(trifluoromethyl)pyridin-2-yl)-3-(4-(m-tolyl)-4H-1,2,4-triazol-3-yl)hexahydrocyclopenta[c]pyrrole-1(2H)-thione CC1=CC(=CC(=N1)N1C([C@H]2[C@@H]([C@H]1C1=NN=CN1C=1C=C(C=CC1)C)CCC2)=S)C(F)(F)F